N-(3-(5-(2-cyclopropyl-4-(methylthio)pyrimidin-5-yl)-1-(tetrahydro-2H-pyran-2-yl)-1H-pyrazolo[3,4-b]pyridine-3-carbonyl)-2,6-difluorophenyl)propane-1-sulfonamide C1(CC1)C1=NC=C(C(=N1)SC)C=1C=C2C(=NC1)N(N=C2C(=O)C=2C(=C(C(=CC2)F)NS(=O)(=O)CCC)F)C2OCCCC2